(S)-1-(5-((hexahydropyrrolo[1,2-a]pyrazin-2(1H)-yl)methyl)pyrazolo[1,5-a]pyridin-3-yl)dihydropyrimidine-2,4(1H,3H)-dione C1[C@H]2N(CCN1CC1=CC=3N(C=C1)N=CC3N3C(NC(CC3)=O)=O)CCC2